ClC1=CC(=C(COC2=CC=CC(=N2)C2CCN(CC2)CC2=NC3=C(N2CC=2OC=CN2)C=CC=C3)C=C1)F 2-[(4-{6-[(4-Chloro-2-fluorobenzyl)oxy]pyridin-2-yl}piperidin-1-yl)methyl]-1-(1,3-oxazol-2-ylmethyl)-1H-benzimidazol